silver-lead-copper [Cu].[Pb].[Ag]